COC(=O)C1=C(C(=NN1C=1SC(=C(N1)C1=CC(=C(C=C1)Cl)Cl)SC(C)CC)C)C1=CC(=NC(=C1)C)C 1-(5-(sec-butylsulfanyl)-4-(3,4-dichlorophenyl)thiazol-2-yl)-4-(2,6-dimethylpyridin-4-yl)-3-methyl-1H-pyrazole-5-carboxylic acid methyl ester